2-methoxytetrahydro-2H-pyran-3-ol COC1OCCCC1O